3-(3-bromo-4-hydroxy-phenyl)-2-hydroxyimino-propionic acid BrC=1C=C(C=CC1O)CC(C(=O)O)=NO